Cl.S1C=NC=C1C1=CC=CC=2[C@H](OCCCC21)CN |o1:11| rel-(S)-(6-(Thiazol-5-yl)-1,3,4,5-tetrahydrobenzo[c]oxepin-1-yl)methanamine hydrochloride salt